Trans-sinapic acid C(\C=C\C1=CC(OC)=C(O)C(OC)=C1)(=O)O